CC1=C(C=NN1CC23CC4CC(C2)CC(C4)C3)C5=C(N=C(C=C5)N6CCC7=C(C6)C(=CC=C7)C(=O)NC8=NC9=CC=CC=C9S8)C(=O)O 3-(1-(((3r,5r,7r)-adamantan-1-yl)methyl)-5-methyl-1H-pyrazol-4-yl)-6-(8-(benzo[d]thiazol-2-ylcarbamoyl)-3,4-dihydroisoquinolin-2(1H)-yl)picolinic acid